fluoranthene-3-boronic acid C1=CC(=C2C=CC=C3C4=CC=CC=C4C1=C23)B(O)O